methyl di-(2-butyl) phosphate P(=O)(OC)(OC(C)CC)OC(C)CC